ClC=1N=C2C(=NC1)N=CC(=C2)Br 2-chloro-7-bromopyrido[2,3-b]pyrazine